1-CYCLOPROPYL-N-(2,4-DIMETHOXYBENZYL)-3-IODO-1H-PYRAZOLO[3,4-D]PYRIMIDIN-4-AMINE C1(CC1)N1N=C(C=2C1=NC=NC2NCC2=C(C=C(C=C2)OC)OC)I